1-methylpyrrolidin-3-ol CN1CC(CC1)O